(R)-2-((5-(2-(6-amino-2-methylhexan-3-yl)-2,6-diazaspiro[3.4]octan-6-yl)-3-methyl-1,2,4-triazin-6-yl)oxy)-N-ethyl-5-fluoro-N-isopropylbenzamide formate C(=O)O.NCCC[C@H](C(C)C)N1CC2(C1)CN(CC2)C=2N=C(N=NC2OC2=C(C(=O)N(C(C)C)CC)C=C(C=C2)F)C